COC=1C=C(C(=O)N2CCC(CC2)N2CC(C2)(N2N=CC(=C2)C=2C3=C(N=CN2)NC=C3)CC#N)C=CC1 {1-[1-(3-methoxybenzoyl)piperidin-4-yl]-3-[4-(7H-pyrrolo[2,3-d]pyrimidin-4-yl)-1H-pyrazol-1-yl]azetidin-3-yl}acetonitrile